FC(OC1=CC=C(C=C1)NN=C(C#N)C#N)(F)F carbonyl cyanide-4-(trifluoromethoxy)phenyl hydrazone